ClC=1C=C(C=CC1Cl)SCC=1C=C(C(NC1)=O)OC(=O)C1=CC(=NN1)C1=CC=C(C=C1)Cl 3-(4-Chlorophenyl)-1H-pyrazole-5-carboxylic acid 5-(((3,4-dichlorophenyl) thio) methyl)-2-oxo-1,2-dihydropyridin-3-yl ester